NCN1C(=CC(C2=CC=CC(=C12)Cl)=O)C1=CC=CC=C1 aminomethyl-8-chloro-2-phenylquinolin-4(1H)-one